NC=1N=NC(=CC1NC1CN(C1)C(=O)OC(C)(C)C)Cl tert-butyl 3-[(3-amino-6-chloropyridazin-4-yl)amino]azetidine-1-carboxylate